2-(4-((5-fluoro-4-(((1R,4R)-4-(methylamino)cyclohexyl)methoxy)pyrimidin-2-yl)amino)-3-methyl-1H-pyrazol-1-yl)-2-methylpropanenitrile FC=1C(=NC(=NC1)NC=1C(=NN(C1)C(C#N)(C)C)C)OCC1CCC(CC1)NC